7-((1-(1-Methyl-1H-pyrazol-4-yl)-1H-indazol-6-yl)amino)-4-(trifluoromethyl)-6,7-dihydro-5H-cyclopenta[b]pyridine-3-carbonitrile CN1N=CC(=C1)N1N=CC2=CC=C(C=C12)NC1CCC=2C1=NC=C(C2C(F)(F)F)C#N